C(C)OC(=O)C(C(=O)O)CCCC=C 2-(ethoxycarbonyl)hept-6-enoic acid